C(C)(C)(C)OC(=O)N1C(N(C2=C1C=CC=C2)CCCI)=O (3-iodopropyl)-2-oxo-2,3-dihydro-1H-benzo[d]imidazole-1-carboxylic acid tert-butyl ester